5-OXO-2-PROPYL-HEXANOIC ACID O=C(CCC(C(=O)O)CCC)C